C(#N)C1=CC(=CC2=C1SC(=C2)C=2SC(=CN2)C(=O)O)C(C)C 2-(7-cyano-5-isopropylbenzo[b]thiophen-2-yl)thiazole-5-carboxylic acid